6-(difluoromethoxy)-2-methyl-5-(4,4,5,5-tetramethyl-1,3,2-dioxaborolan-2-yl)-2H-indazole FC(OC=1C(=CC2=CN(N=C2C1)C)B1OC(C(O1)(C)C)(C)C)F